(S)-N,N-dimethyl-1-(6-(5-(6-methylpyridin-2-yl)-1H-1,2,3-triazol-4-yl)-1,5-naphthyridin-3-yl)pyrrolidin-3-amine CN([C@@H]1CN(CC1)C=1C=NC2=CC=C(N=C2C1)C=1N=NNC1C1=NC(=CC=C1)C)C